7-((5-(4-hydroxypiperidin-1-yl)pyridin-2-yl)amino)-4-(7-(1-methylazetidin-3-yl)imidazo[1,2-a]pyridin-3-yl)isoindolin-1-one OC1CCN(CC1)C=1C=CC(=NC1)NC=1C=CC(=C2CNC(C12)=O)C1=CN=C2N1C=CC(=C2)C2CN(C2)C